11-hydroxy-3,6,9-trioxaundecanoic acid-(1R,2S,5R)-menthyl ester [C@@H]1(CC(C(CC1)C(C)C)OC(COCCOCCOCCO)=O)C